N[C@@H](CCC(=O)N[C@@H](CS)C(=O)O)C(=O)O gamma-L-glutamyl-L-cystein